(S)-N-((S)-1-(((R)-2-amino-6,7-dihydro-5H-cyclopenta[b]pyridin-5-yl)amino)-1-oxopropan-2-yl)-4-(4-fluoro-2-methylphenyl)-1,2,5,6-tetrahydropyridine-2-carboxamide NC1=CC=C2C(=N1)CC[C@H]2NC([C@H](C)NC(=O)[C@H]2NCCC(=C2)C2=C(C=C(C=C2)F)C)=O